9-((2R,4S,5R)-4-(benzyloxy)-5-((benzyloxy)methyl)-5-((triethylsilyl)ethynyl)tetrahydrofuran-2-yl)-2-fluoro-9H-purin-6-amine C(C1=CC=CC=C1)O[C@H]1C[C@@H](O[C@]1(C#C[Si](CC)(CC)CC)COCC1=CC=CC=C1)N1C2=NC(=NC(=C2N=C1)N)F